((6-(difluoromethoxy)-2-(2,2'-dimethyl-3'-(5-((5-oxopyrrolidin-2-yl)methyl)-4,5,6,7-tetrahydrooxazolo[4,5-c]pyridin-2-yl)-[1,1'-biphenyl]-3-yl)benzo[d]oxazol-5-yl)methyl)proline FC(OC1=CC2=C(N=C(O2)C=2C(=C(C=CC2)C2=C(C(=CC=C2)C=2OC3=C(CN(CC3)CC3NC(CC3)=O)N2)C)C)C=C1CN1[C@@H](CCC1)C(=O)O)F